disulfanediylbis(ethane-2,1-diyl) bis(3-(didecylamino)propanoate) C(CCCCCCCCC)N(CCC(=O)OCCSSCCOC(CCN(CCCCCCCCCC)CCCCCCCCCC)=O)CCCCCCCCCC